5-hydroxy-4-oxo-4H-pyran-2-carboxamide OC=1C(C=C(OC1)C(=O)N)=O